C(CCC(=O)I)(=O)I succinyl iodide